(S)-1-ethyl-4-fluoro-N'-((1,2,3,5,6,7-hexahydrodicyclopenta[b,e]pyridin-8-yl)carbamoyl)-1H-pyrazole-3-sulfonimidamide C(C)N1N=C(C(=C1)F)[S@](=O)(N)=NC(NC1=C2C(=NC3=C1CCC3)CCC2)=O